4-((6-(dimethylamino)quinolin-4-yl)amino)-N-(4-(pyridin-4-ylamino)phenyl)benzamide CN(C=1C=C2C(=CC=NC2=CC1)NC1=CC=C(C(=O)NC2=CC=C(C=C2)NC2=CC=NC=C2)C=C1)C